BrC1=CC=C(C(=N1)F)F 6-bromo-2,3-difluoro-pyridine